C(C)S(=O)(=O)CC1CN(C1)C=1C=CC(=C2C=C(N=CC12)NC1=NC(=NC=C1)N1C[C@@H]([C@@H](CC1)OC)O)C(C)C (3S,4R)-1-{4-[(8-{3-[(ethanesulfonyl)meth-yl]azetidin-1-yl}-5-(propan-2-yl)isoquinolin-3-yl)amino]pyrimidin-2-yl}-4-methoxypiperidin-3-ol